2-({[6-(trifluoromethyl)pyridin-2-yl]oxy}methyl)-7-azaspiro[3.5]nonane hydrochloride Cl.FC(C1=CC=CC(=N1)OCC1CC2(C1)CCNCC2)(F)F